ClCC1CN(C2=CC=C3C(=C12)C=C(N3)C(=O)N3CCC1=CC(=CC=C31)OCCN3CCOCC3)C(=O)C=3NC1=C(C(=C(C=C1C3)OC)OC)OC 8-(chloromethyl)-2-(5-(2-morpholinoethoxy)indolin-1-carbonyl)-6-(5,6,7-trimethoxy-1H-indole-2-carbonyl)-3,6,7,8-tetrahydropyrrolo[3,2-e]indole